N[C@@H](CC1=CC=CC=C1)C(=O)N L-PHENYLALANINE AMIDE